C1(=CC=CC=C1)[Si](C1=CC=C(C=C1)[PH2]=O)(C1=CC=CC=C1)C1=CC=CC=C1 (4-(triphenylsilyl)phenyl)-phosphine oxide